bis[3-(3-aminophenoxy)phenyl] ketone NC=1C=C(OC=2C=C(C=CC2)C(=O)C2=CC(=CC=C2)OC2=CC(=CC=C2)N)C=CC1